4-((3,4-dioxo-2-((2,6,6-trimethyl-4,5,6,7-tetrahydro-2H-indazol-4-yl)amino)cyclobut-1-en-1-yl)amino)-3-hydroxy-N,N-dimethylpicolinamide O=C1C(=C(C1=O)NC1=C(C(=NC=C1)C(=O)N(C)C)O)NC1C2=CN(N=C2CC(C1)(C)C)C